N7-(6,7-dihydro-5H-pyrrolo[1,2-a]imidazol-6-yl)-2-(methoxymethyl)pyrazolo[1,5-a]pyrimidine-3,7-dicarboxamide N1=C2N(C=C1)CC(C2)NC(=O)C2=CC=NC=1N2N=C(C1C(=O)N)COC